(4-(ethanesulfonyl)phenyl)sulfonamide sodium [Na].C(C)S(=O)(=O)C1=CC=C(C=C1)S(=O)(=O)N